1-(tert-butyl) 2-methyl (2S,4S)-2-(3-chloropropyl)-4-(3-iodophenoxy)pyrrolidine-1,2-dicarboxylate ClCCC[C@@]1(N(C[C@H](C1)OC1=CC(=CC=C1)I)C(=O)OC(C)(C)C)C(=O)OC